N-(naphthalen-2-yl)-1-(3,4,5-trimethoxyphenyl)-1H-imidazol-4-amine C1=C(C=CC2=CC=CC=C12)NC=1N=CN(C1)C1=CC(=C(C(=C1)OC)OC)OC